C[C@H]1N([C@H](CN(C1)C1=NC=C(C=N1)C(F)(F)F)C)C(=O)NC1CC2(CN(C2)CC2=NC=CC=C2)C1 (2R,6S)-2,6-dimethyl-N-[2-(pyridin-2-ylmethyl)-2-azaspiro[3.3]heptan-6-yl]-4-[5-(trifluoromethyl)pyrimidin-2-yl]piperazine-1-carboxamide